C1N(CC2C1CCC2)CC2=C1C(=NC(=C2)C=2C=C3CN(C(C3=CC2)=O)C2C(NC(CC2)=O)=O)N(C=C1)C 3-(5-(4-((hexahydrocyclopenta[c]pyrrol-2(1H)-yl)methyl)-1-methyl-1H-pyrrolo[2,3-b]pyridin-6-yl)-1-oxoisoindolin-2-yl)piperidine-2,6-dione